3-(4-iodophenyl)-1-phenyl-1H-pyrazol-5-amine IC1=CC=C(C=C1)C1=NN(C(=C1)N)C1=CC=CC=C1